CN1C(=CC2=CC=C(C=C12)C)C(=O)OC methyl 1,6-dimethyl-1H-indole-2-carboxylate